(1S,2S,3R,4R)-3-((5-(furan-3-yl)-2-((3-(pyrrolidine-1-carbonyl)phenyl)amino)pyrimidin-4-yl)amino)bicyclo[2.2.1]hept-5-ene-2-carboxamide O1C=C(C=C1)C=1C(=NC(=NC1)NC1=CC(=CC=C1)C(=O)N1CCCC1)N[C@H]1[C@H]([C@@H]2C=C[C@H]1C2)C(=O)N